3-[(1-methoxy-1-oxo-3-phenylpropan-2-yl)carbamoyl]-3-({[4-(methoxycarbonyl)phenyl]carbamoyl}amino)propanoic acid COC(C(CC1=CC=CC=C1)NC(=O)C(CC(=O)O)NC(NC1=CC=C(C=C1)C(=O)OC)=O)=O